N-Ethyl-6-(hydroxymethyl)nicotinamide 1-naphthalenesulfonate C1(=CC=CC2=CC=CC=C12)S(=O)(=O)O.C(C)NC(C1=CN=C(C=C1)CO)=O